C1(=CC=C(C=C1)C1=CC=C(C=2OC3=C(C21)C=CC=C3)NC3=CC=2C(C1=CC=CC=C1C2C=C3)(C)C)C3=CC=CC=C3 (biphenyl-4-yl)-N-(9,9-dimethyl-9H-fluoren-2-yl)dibenzofuran-4-amine